N-(1-(1-(4-(trifluoromethyl)phenyl)piperidin-4-yl)-1H-indol-5-yl)acrylamide FC(C1=CC=C(C=C1)N1CCC(CC1)N1C=CC2=CC(=CC=C12)NC(C=C)=O)(F)F